4-(4-(2-(4,4-difluoropiperidin-1-yl)-6-methylpyrimidin-4-yl)-1H-1,2,3-triazol-1-yl)-3-(6-azaspiro[2.5]oct-6-yl)aniline FC1(CCN(CC1)C1=NC(=CC(=N1)C=1N=NN(C1)C1=C(C=C(N)C=C1)N1CCC2(CC2)CC1)C)F